C(CCC)C1=CC=C(C=C1)C1=CC=C(C=C1)C1=NC2=CC=C(C=C2C(=C1)C(=O)O)[N+](=O)[O-] 2-(4'-butyl-[1,1'-biphenyl]-4-yl)-6-nitroquinoline-4-carboxylic acid